2-((3-Amino-4-(2-chloro-5-fluorophenoxy)-5-(3-fluoro-5-(trifluoromethyl)benzamido)-1-methyl-1H-indazol-7-yl)ethynyl)-N-methylpiperidine-1-carboxamide NC1=NN(C2=C(C=C(C(=C12)OC1=C(C=CC(=C1)F)Cl)NC(C1=CC(=CC(=C1)C(F)(F)F)F)=O)C#CC1N(CCCC1)C(=O)NC)C